NC1=CC=CC(=N1)S(=O)(=O)NC(=O)C=1C(=NC(=CC1)C1=CC(=CC(=C1)OCC(C)C)F)N1C(C(CC1)C(F)(F)F)(C)C N-[(6-Amino-2-pyridyl)sulfonyl]-2-[2,2-dimethyl-3-(trifluoromethyl)pyrrolidin-1-yl]-6-(3-fluoro-5-isobutoxyphenyl)pyridin-3-carboxamid